5-[(dimethylamino)methyl]-4-methoxy-2H-indazole-7-carboxamide tert-butyl-4-[1-(methanesulfonyloxy)cyclopropyl]piperidine-1-carboxylate C(C)(C)(C)OC(=O)N1CCC(CC1)C1(CC1)OS(=O)(=O)C.CN(C)CC1=C(C2=CNN=C2C(=C1)C(=O)N)OC